C(=O)O.NC=1C2=C(N=CN1)N(C(=C2C2=CC=C(C=C2)OC2=NC=CC=C2)C#CC2CCN(CC2)C2CN(C2)C(C=C)=O)C(C)C 1-(3-(4-((4-amino-7-isopropyl-5-(4-(pyridin-2-yloxy)phenyl)-7H-pyrrolo[2,3-d]pyrimidin-6-yl)eth-ynyl)piperidin-1-yl)-azetidin-1-yl)prop-2-en-1-one formate